C(CC)SSCC ETHYL PROPYL DISULFIDE